5-[[5-[3-(Difluoromethyl)-4-fluoro-phenyl]-3-pyridyl]methyl]-7-oxa-5-azaspiro[2.4]heptan-6-one FC(C=1C=C(C=CC1F)C=1C=C(C=NC1)CN1CC2(CC2)OC1=O)F